C(#N)C=1C=NN2C1C(=CC(=C2)OCC)C=2C=CC(=NC2)N2CCC(CC2)(CN(C)C)NC(OCC(C)C)=O isobutyl (1-(5-(3-cyano-6-ethoxypyrazolo[1,5-a]pyridin-4-yl)pyridin-2-yl)-4-((dimethylamino)methyl)piperidin-4-yl)carbamate